C(C)(C)(C)OC(=O)N1CC2(C1)CC(C2)C(C)OS(=O)(=O)C 6-(1-((methylsulfonyl)oxy)ethyl)-2-azaspiro[3.3]heptane-2-carboxylic acid tert-butyl ester